[C@@H]1([C@@H](C2=CC=CC3=CC=CC1=C23)O)O trans-acenaphthene-1,2-diol